S1C=NC2=C1C=CC=C2C(=O)N2CC=1C(CC2)=C(N(N1)C)C1=CC=CC=C1 benzo[d]thiazol-4-yl-(2-methyl-3-phenyl-2,4,5,7-tetrahydro-6H-pyrazolo[3,4-c]pyridin-6-yl)methanone